BrC1=CC(=C(NC2CCC(CC2)(F)F)C=C1)[N+](=O)[O-] 4-bromo-N-(4,4-difluorocyclohexyl)-2-nitroaniline